NC=1N=CC2=C(N1)N(CC(=C2)C2=C(C=CC=C2Cl)Cl)C 2-amino-6-(2,6-dichlorophenyl)-8-methyl-pyrido[2,3-d]pyrimidin